n-pentacosyl isocyanate C(CCCCCCCCCCCCCCCCCCCCCCCC)N=C=O